COC[C@@H]1C[C@H](N(C1)C(CNC(C1=CC=C(C=C1)OC1=CC=CC=C1)=O)=O)C(=O)O (2s,4r)-4-(methoxymethyl)-1-((4-phenoxybenzoyl)glycyl)pyrrolidine-2-carboxylic acid